FC1=CC=C(C=C1)N1N=NC(=C1C)C(=O)NC1=CC=C(C=C1)OC1=CC(=NC=C1)C(=O)N1CCCC1 1-(4-fluorophenyl)-5-methyl-N-(4-((2-(pyrrolidine-1-carbonyl)pyridin-4-yl)oxy)phenyl)-1H-1,2,3-triazole-4-carboxamide